FC1=CC=C(C=C1)C(C(C)N([C@@H](C)C(=O)[O-])C(C1=NC=CC(=C1OC(C)=O)OC)=O)C1=CC=C(C=C1)F (S)-1,1-Bis(4-fluorophenyl)propan-2-yl(3-acetoxy-4-methoxypicolinoyl)-L-alaninat